N-[(1S)-1-[[6-chloro-5-(2,4-dimethyl-3-pyridyl)-2-pyridyl]carbamoyl]-2,2-dicyclopropyl-ethyl]-2-isopropyl-pyrazole-3-carboxamide ClC1=C(C=CC(=N1)NC(=O)[C@H](C(C1CC1)C1CC1)NC(=O)C=1N(N=CC1)C(C)C)C=1C(=NC=CC1C)C